4-(3,4-dimethoxybenzyl)dihydrofuran-2(3H)-one COC=1C=C(CC2CC(OC2)=O)C=CC1OC